ClC=1C(=CC2=C(C[C@](O2)(C2=CC=CC=C2)CNC)C1C1=C(C(=O)N)C=C(C(=N1)OCCOC)F)F ((2S,4S)-5-chloro-6-fluoro-2-((methylamino)methyl)-2-phenyl-2,3-dihydrobenzofuran-4-yl)-5-fluoro-6-(2-methoxyethoxy)nicotinamide